Br[C@H](C(=O)NC=1C=CC=C2C(=CNC12)C1=NC(=NC=C1C)NC1=C(C(=CC=C1)S(=O)(=O)C)F)C (S)-2-bromo-N-(3-(2-((2-fluoro-3-(methylsulfonyl)phenyl)amino)-5-methylpyrimidin-4-yl)-1H-indol-7-yl)propanamide